2-((4-(7-(((2S,5R)-5-(3-phenylureido)tetrahydro-2H-pyran-2-yl)methyl)-2,7-diazaspiro[3.5]nonan-2-yl)pyrimidin-5-yl)oxy)benzamide C1(=CC=CC=C1)NC(N[C@@H]1CC[C@H](OC1)CN1CCC2(CN(C2)C2=NC=NC=C2OC2=C(C(=O)N)C=CC=C2)CC1)=O